NC(C1=C(C=C(C(=C1)Cl)Cl)O)C1CCN(CC1)CC(C)(C)O 2-[amino[1-(2-hydroxy-2-methylpropyl)piperidin-4-yl]methyl]-4,5-dichlorophenol